2-((((3,3-Difluorocyclobutyl)methyl)amino)methyl)-1H-indole-6-carbonitrile FC1(CC(C1)CNCC=1NC2=CC(=CC=C2C1)C#N)F